N-(5-hydroxy-2-methylphenyl)-3-(piperidin-1-yl)propanamide OC=1C=CC(=C(C1)NC(CCN1CCCCC1)=O)C